5-(cyclobutylmethyl)-1,2,4-oxadiazol-3-amine C1(CCC1)CC1=NC(=NO1)N